3,5-difluoro-4-hydroxybenzyl alcohol FC=1C=C(CO)C=C(C1O)F